triethynyl-ethyl-silane C(#C)[Si](CC)(C#C)C#C